ClC1=CC=C(C=C1)[C@@H](C(=O)C1=CC=CC=C1)NC1=CC=C(C=C1)OC (S)-2-(4-Chlorophenyl)-2-((4-methoxyphenyl)amino)-1-phenylethan-1-one